FC(C1=NC(=NO1)C1=CC=C(CNC=2C(C(C2)=O)=O)C=C1)(F)F ((4-(5-(trifluoromethyl)-1,2,4-oxadiazol-3-yl)benzyl)amino)cyclobut-3-ene-1,2-dione